2-((2S,3S)-3-(2-cyanophenyl)-3-(1,3-dimethyl-1H-pyrazol-4-yl)-1,1,1-trifluoropropan-2-yl)-5-hydroxy-N-(isoxazol-4-yl)-1-methyl-6-oxo-1,6-dihydropyrimidine-4-carboxamide C(#N)C1=C(C=CC=C1)[C@H]([C@H](C(F)(F)F)C=1N(C(C(=C(N1)C(=O)NC=1C=NOC1)O)=O)C)C=1C(=NN(C1)C)C